diphenyltriazineyl(phenylbenzoselenophenyl)benzene C1(=CC=CC=C1)C1=C(C(=C(C=C1)C=1[Se]C2=C(C1C1=CC=CC=C1)C=CC=C2)C2=NN=NC=C2)C2=CC=CC=C2